[I-].NC1CC[N+](CC1)(C)C 4-amino-1,1-dimethylpiperidinium iodide